N-(4,5-dimethylisoxazol-3-yl)-2'-(ethoxymethyl)-4'-((5-(hydroxymethyl)-2-propyl-3H-imidazo[4,5-b]pyridin-3-yl)methyl)-N-(methoxymethyl)-[1,1'-biphenyl]-2-sulfonamide CC=1C(=NOC1C)N(S(=O)(=O)C=1C(=CC=CC1)C1=C(C=C(C=C1)CN1C(=NC=2C1=NC(=CC2)CO)CCC)COCC)COC